NC1=CC(=C(OC2=CC=C(C=C2)CCN2CCN(CC2)CC2CCN(CC2)C(=O)OC(C)(C)C)C=C1)C=1C2=C(C(N(C1)C)=O)N(C=C2)S(=O)(=O)C2=CC=C(C=C2)C tert-butyl 4-[[4-[2-[4-[4-amino-2-[6-methyl-7-oxo-1-(p-tolylsulfonyl)pyrrolo[2,3-c]pyridin-4-yl]phenoxy]phenyl]ethyl]piperazin-1-yl]methyl]piperidine-1-carboxylate